FC1=CC=C(CN(C2=CC3=C(C(=CC(O3)=O)C(F)(F)F)C=C2)C2CCOCC2)C=C1 7-((4-fluorobenzyl)(tetrahydro-2H-pyran-4-yl)amino)-4-(trifluoromethyl)-2H-benzopyran-2-one